N-ethyl-N-(2-hydroxyethyl)perfluorooctylsulfonamide CCN(CCO)S(=O)(=O)C(C(C(C(C(C(C(C(F)(F)F)(F)F)(F)F)(F)F)(F)F)(F)F)(F)F)(F)F